(cis)-tert-Butyl 1-(4-(tert-butoxy)-3,3-dimethyl-4-oxobutyl)-6,6-difluoro-2-(2,2,2-trifluoroacetyl)hexahydropyrrolo[3,2-c]pyrazole-4(2H)-carboxylate C(C)(C)(C)OC(C(CCN1N(C[C@H]2[C@@H]1C(CN2C(=O)OC(C)(C)C)(F)F)C(C(F)(F)F)=O)(C)C)=O